bis(3-methylphenyl)-N,N'-diphenyl-[1,1'-biphenyl]-3,4'-diamine CC=1C=C(C=CC1)C1=C(C(=C(C=C1)C1=CC=C(C=C1)NC1=CC=CC=C1)C1=CC(=CC=C1)C)NC1=CC=CC=C1